NC1=CC2=C(N(N=C2C(=C1C(=O)C1=C(C=CC(=C1)F)Cl)Br)C)C#C[Si](C(C)C)(C(C)C)C(C)C (5-amino-7-bromo-2-methyl-3-{[tri(propan-2-yl)silyl]ethynyl}indazol-6-yl)(2-chloro-5-fluorophenyl)methanone